C1(=CC=CC=C1)C1CC=NN1C(=O)C1C2CN(CC1CC2)C2=CC(=NC=N2)C(=O)N 6-(8-(5-phenyl-4,5-dihydro-1H-pyrazole-1-carbonyl)-3-azabicyclo[3.2.1]oct-3-yl)pyrimidine-4-carboxamide